((4-chlorobenzyl)imino)(methyl)((6-(5-(trifluoromethyl)-1,2,4-oxadiazol-3-yl)imidazo[1,2-a]pyridin-2-yl)methyl)-λ6-sulfanone ClC1=CC=C(CN=S(=O)(CC=2N=C3N(C=C(C=C3)C3=NOC(=N3)C(F)(F)F)C2)C)C=C1